O[C@@H]1CC[C@@H](NC1)C(=O)O cis-L-5-hydroxy-piperidine-2-formic acid